NC(C(=O)O)CC1=NC=CN=C1 2-amino-3-(pyrazin-2-yl)propanoic acid